FC=1C=CC=2C3=C(NC(C2C1)=O)COCC3N(C(=O)NC3=CC(=C(C(=C3)F)F)F)CC(C)C 1-(8-Fluoro-6-oxo-2,4,5,6-tetrahydro-1H-pyrano[3,4-c]isoquinolin-1-yl)-1-isobutyl-3-(3,4,5-trifluorophenyl)urea